F[C@@H]1CN(C[C@@H]1O)C(=O)C1=CC(=NC=C1)C(=O)NC1=CC(=CC=C1)[C@@H](CC1=NN=CN1C)C cis-4-(3-fluoro-4-hydroxypyrrolidine-1-carbonyl)-N-(3-((R)-1-(4-methyl-4H-1,2,4-triazol-3-yl)propan-2-yl)phenyl)picolinamide